C(C=CC1=CC=CC=C1)(=O)NCCCCNC(/C(=C/COC(C)=O)/C)=O acetic acid (E)-4-((4-cinnamoylaminobutyl) amino)-3-methyl-4-oxobut-2-en-1-yl ester